C(#N)C1=C(C2=C(N(C1=O)C)SC(=N2)C)OS(=O)(=O)C(F)(F)F trifluoromethanesulfonic acid (6-cyano-2,4-dimethyl-5-oxo-thiazolo[5,4-b]pyridin-7-yl) ester